tributyl-(2-hydroxypropyl)ammonium 3,5-dihydroxyphenyl-benzoate OC=1C=C(C=C(C1)O)OC(C1=CC=CC=C1)=O.C(CCC)[N+](CC(C)O)(CCCC)CCCC